C(CCCCCCCCCCCCCCCCCC=C)O 19-eicosen-1-ol